C(C)(C)(C)C1N(C2(C1)CCN(CC2)C=2C1=CN(N=C1C(=CC2)C(=O)OC)C)C(=O)OCCCC2=CNC1=C(C=C(C=C21)F)F 3-(5,7-difluoro-1H-indol-3-yl)propan-1-ol tert-butyl-7-[7-(methoxycarbonyl)-2-methylindazol-4-yl]-1,7-diazaspiro[3.5]nonane-1-carboxylate